C(CCCCCCC)OC1=CC=C(C=C1)C1=CC=C(C=C1)C#N 4'-n-octyloxy-4-cyanobiphenyl